tert-butyl 4-(4,4,5,5-tetramethyl-1,3,2-dioxaborolan-2-yl)cyclohept-3-ene-1-carboxylate CC1(OB(OC1(C)C)C1=CCC(CCC1)C(=O)OC(C)(C)C)C